BrC1=CC(=NC=C1)C1=NC2=C(N1COCC[Si](C)(C)C)CN(C2)C(=O)OC(C)(C)C Tert-butyl 2-(4-Bromopyridin-2-yl)-1-((2-(trimethylsilyl)ethoxy)methyl)-4,6-dihydropyrrolo[3,4-d]imidazol-5(1H)-carboxylate